5-chloro-2-fluoro-4-(5-fluoro-3-(4-(trifluoromethyl)phenyl)-1H-pyrrolo[2,3-b]pyridin-1-yl)-N-(methylsulfonyl)benzamide ClC=1C(=CC(=C(C(=O)NS(=O)(=O)C)C1)F)N1C=C(C=2C1=NC=C(C2)F)C2=CC=C(C=C2)C(F)(F)F